ClC1=C(C(=NN1C)C1=NOC(=C1)C)CN1CC(CCC1)CNCCC1=CC=CC=C1 N-((1-((5-Chloro-1-methyl-3-(5-methylisoxazol-3-yl)-1H-pyrazol-4-yl)methyl)piperidin-3-yl)methyl)-2-phenylethanamine